N1(CCCCC1)C1=C2C(=NC=C1)NC=C2C=2C=C(C=NC2)N 5-[4-(1-piperidyl)-1H-pyrrolo[2,3-b]pyridin-3-yl]pyridin-3-amine